C(C)(C)(C)C=1C=C(CN(C(CN(S(=O)(=O)C2=C(C(=C(C(=C2F)F)F)F)F)CC2=CC=C(C=C2)O)=O)C2=CC(=C(C(=O)O)C=C2)O)C=C(C1)C1CC1 4-(N-(3-(tert-butyl)-5-cyclopropylbenzyl)-2-(N-(4-hydroxybenzyl)-(2,3,4,5,6-pentafluoro-phenyl)sulfonamido)acetamido)-2-hydroxybenzoic acid